4-benzyl-6-nitro-3-((trimethylsilyl)oxy)-3,4-dihydro-2H-benzo[b][1,4]oxazine C(C1=CC=CC=C1)N1C2=C(OCC1O[Si](C)(C)C)C=CC(=C2)[N+](=O)[O-]